heptadecane-9-yl 4-((3-(1H-imidazol-1-yl)propyl)amino)-2-(((3-(octadecyloxy)-3-oxopropyl)thio)methyl)-4-oxobutanoate N1(C=NC=C1)CCCNC(CC(C(=O)OC(CCCCCCCC)CCCCCCCC)CSCCC(=O)OCCCCCCCCCCCCCCCCCC)=O